6-(piperazin-1-yl)-N-((1r,4r)-4-((3-(trifluoromethylphenyl)-[1,2,4]triazolo[4,3-b]pyridazin-6-yl)oxy)cyclohexoxy)nicotinamide N1(CCNCC1)C1=NC=C(C(=O)NOC2CCC(CC2)OC=2C=CC=3N(N2)C(=NN3)C3=C(C=CC=C3)C(F)(F)F)C=C1